CS(=O)(=O)OC1=C(C(=CC=C1)Cl)C1CC(=NO1)C=1N=C(SC1)C1CCN(CC1)C(CN1N=C(C=C1C(F)F)C(F)F)=O [2-[3-[2-[1-[2-[3,5-bis(difluoromethyl) pyrazol-1-yl] acetyl]-4-piperidinyl] thiazol-4-yl]-4,5-dihydroisoxazol-5-yl]-3-chloro-phenyl] methanesulfonate